1-((6-bromo-2-chloropyridin-3-yl)oxy)-3-methoxypropan-2-ol BrC1=CC=C(C(=N1)Cl)OCC(COC)O